2,4-dihydroxy-3-[(1R,6R)-3-methyl-6-(prop-1-en-2-yl)cyclohex-2-en-1-yl]-6-(pent-4-en-1-yl)benzoic acid OC1=C(C(=O)O)C(=CC(=C1[C@@H]1C=C(CC[C@H]1C(=C)C)C)O)CCCC=C